O[C@H](C)C=1C=C(C=C2C(C(=C(OC12)C1=CC=CC=C1)C)=O)C 8-[(1R)-1-Hydroxyethyl]-3,6-dimethyl-2-phenyl-chromen-4-one